7-((6-(didodecylamino)-6-oxohexyl)(5-hydroxypentyl)amino)heptyl heptadecan-9-yl carbonate C(OCCCCCCCN(CCCCCO)CCCCCC(=O)N(CCCCCCCCCCCC)CCCCCCCCCCCC)(OC(CCCCCCCC)CCCCCCCC)=O